ClCCCCOC1=CC=CC(=N1)NC=1C=C2C(=CN=C(C2=CN1)NC)C#CC1=CC2=C(N(N=N2)COCC[Si](C)(C)C)C=C1 N6-(6-(4-chlorobutoxy)pyridin-2-yl)-N1-methyl-4-((1-((2-(trimethylsilyl)ethoxy)methyl)-1H-benzo[d][1,2,3]triazol-5-yl)ethynyl)-2,7-naphthyridine-1,6-diamine